5-amino-2-fluorophenylaminosulfonate NC=1C=CC(=C(C1)NS(=O)(=O)[O-])F